dimethylheptafluorooctanedione CC(C(C(C(C(C(F)(F)F)=O)=O)(F)F)(F)F)(CC)C